1-(1H-benzo[d]imidazol-5-yl)-2-(4-(3,3-difluoropropoxy)-2,6-difluorophenyl)-4-oxoazetidin-3-ylacetate N1C=NC2=C1C=CC(=C2)N2C(C(C2=O)CC(=O)[O-])C2=C(C=C(C=C2F)OCCC(F)F)F